N1N=NC2=C1C=CC=C2O 1H-1,2,3-benzotriazol-4-ol